CC=1C(=NC=CC1)C1=NN=C(S1)NC1=NC=CC(=C1)C 5-(3-methyl-pyridin-2-yl)-N-(4-methyl-pyridin-2-yl)-1,3,4-thiadiazol-2-amine